(R)-7-(5-((1-(3-(difluoro(piperidin-4-yl)methyl)-2-fluorophenyl)ethyl)amino)-3-(1,1-dioxidotetrahydro-2H-thiopyran-4-yl)-8-methoxy-2-oxopyrido[2,3-d]pyridazin-1(2H)-yl)heptanal FC(C=1C(=C(C=CC1)[C@@H](C)NC1=C2C(=C(N=N1)OC)N(C(C(=C2)C2CCS(CC2)(=O)=O)=O)CCCCCCC=O)F)(C2CCNCC2)F